O=C1NC(CCC1NC1=CC(=C(C=C1)N1CCC(CC1)CN1CCN(CC1)C(=O)OC(C)(C)C)F)=O tert-butyl 4-[[1-[4-[(2,6-dioxo-3-piperidyl)amino]-2-fluoro-phenyl]-4-piperidyl]methyl]piperazine-1-carboxylate